OC=1C=C2C=CC(=CC2=CC1)S(=O)(=O)O 6-hydroxy-β-naphthalenesulfonic acid